3-(5-fluoro-7-methyl-1H-indol-4-yl)-2-(2,6-dimethylphenyl)-5-(5-(trifluoromethyl)pyrimidin-2-yl)-4,5,6,7-tetrahydro-2H-pyrazolo[4,3-c]pyridine FC=1C(=C2C=CNC2=C(C1)C)C=1N(N=C2C1CN(CC2)C2=NC=C(C=N2)C(F)(F)F)C2=C(C=CC=C2C)C